FC=1C(=CC=C2C(=CC(=NC12)C1=C(C=CC=C1)F)OC)C(=O)O 8-fluoro-2-(2-fluorophenyl)-4-methoxyquinoline-7-carboxylic acid